9-bromo-3,7-dimethyl-4-oxo-4H-pyrido[1,2-a]pyrimidin-2-yl methanesulfonate CS(=O)(=O)OC=1N=C2N(C(C1C)=O)C=C(C=C2Br)C